C(C)(C)(C)OC(=O)N1CCN(CC1)C=1C2=C(N=CN1)C=CC(=N2)C=2C=NC(=C(C2)NS(=O)(=O)C2=C(C=CC=C2F)F)OC 4-(6-(5-((2,6-difluorophenyl)sulfonamido)-6-methoxypyridin-3-yl)pyrido[3,2-d]pyrimidin-4-yl)piperazine-1-carboxylic acid tert-butyl ester